ClC1=NC(=NC=C1F)S(=O)(=O)C 4-chloro-5-fluoro-2-(methylsulfonyl)pyrimidine